S1C(=NC2=C1C=CC=C2)SCCCC(C(=O)O)(C)C 5-(benzo[d]thiazol-2-ylthio)-2,2-dimethylpentanoic acid